CCCCCCCCCCCCCCCC(=O)OC[C@H](COP(=O)([O-])OC1[C@@H]([C@H](C([C@H]([C@H]1O)OP(=O)([O-])[O-])OP(=O)([O-])[O-])OP(=O)([O-])[O-])O)OC(=O)CCCCCCCCCCCCCCC The molecule is a 1-phosphatidyl-1D-myo-inositol 3,4,5-trisphosphate(7-) in which the phosphatidyl acyl groups at positions 1 and 2 are both specified as hexadecanoyl (palmitoyl). It is a conjugate base of a 1,2-dihexadecanoyl-sn-glycero-3-phospho-(1D-myo-inositol-3,4,5-trisphosphate).